rel-(3R)-5-[7-methyl-6-[[4-methyl-6-(methylamino)pyrimidin-2-yl]amino]chroman-8-yl]-2,3,4,7-tetrahydro-1H-azepin-3-ol CC1=C(C=C2CCCOC2=C1C=1C[C@H](CNCC1)O)NC1=NC(=CC(=N1)C)NC |o1:13|